FC(OC1CCC(CC1)NC(=O)C1=NC(=NC(=C1)C1(COC1)C)C1=CN=CN1C)F N-((1r,4r)-4-(difluoromethoxy)cyclohexyl)-2-(1-methyl-1H-imidazol-5-yl)-6-(3-methyloxetan-3-yl)pyrimidine-4-carboxamide